N1=CC(=CC=C1)NC1=CC=C2C=NC=NC2=C1 7-(pyridin-3-ylamino)quinazolin